8-[(1R)-1-(2-bromoanilino)ethyl]-3,6-dimethyl-2-phenyl-benzopyran-4-one BrC1=C(N[C@H](C)C2=CC(=CC=3C(C(=C(OC32)C3=CC=CC=C3)C)=O)C)C=CC=C1